C1(CCC1)N1C[C@@H]2[C@H](C1)CN(C2)C2=CC=C(C=C2)C2=CC1=C(C(=N2)C)N=C(N1C)C1=CC(=C(C=C1)OC)OC 6-(4-((3aR,6aS)-5-cyclobutylhexahydropyrrolo[3,4-c]pyrrol-2(1H)-yl)phenyl)-2-(3,4-dimethoxyphenyl)-1,4-dimethyl-1H-imidazo[4,5-c]pyridine